COC1=CC=C(CNC(=O)NC=2C=C3C(=CN2)N(C=C3C3=CC(=C2C(=N3)C3(OCC2)COCC3)OC3COC3)C)C=C1 1-(4-Methoxybenzyl)-3-(1-methyl-3-(4'-(oxetan-3-yloxy)-4,5,5',6'-tetrahydro-2H-spiro[furan-3,8'-pyrano[3,4-b]pyridin]-2'-yl)-1H-pyrrolo[2,3-c]pyridin-5-yl)urea